CN(C(OCC1=CC=CC=C1)=O)CCCC1OC(NC2=C1C(=CC=C2)B2OC(C(O2)(C)C)(C)C)=O benzyl N-methyl-N-[3-[2-oxo-5-(4,4,5,5-tetramethyl-1,3,2-dioxaborolan-2-yl)-1,4-dihydro-3,1-benzoxazin-4-yl]propyl]carbamate